((tetrahydro-2H-pyran-4-yl)amino)benzo[b]thiophene 1-oxide O1CCC(CC1)NC1=CC2=C(S1=O)C=CC=C2